NC1=CC=C(C(=N1)C1CC1)C=1CCN(CC1)C(=O)OC(C)(C)C tert-butyl 6-amino-2-cyclopropyl-3',6'-dihydro-[3,4'-bipyridine]-1'(2'H)-carboxylate